ClC1=C(C(=O)NC=2C=NC(=CC2)N2CCN(CC2)C)C=C(C=C1)C#N 2-chloro-5-cyano-N-(6-(4-methylpiperazin-1-yl)pyridin-3-yl)benzamide